(1r,4r)-tert-butyl 1-(hydroxymethyl)-2-oxa-5-azabicyclo[2.2.1]heptane-5-carboxylate OC[C@]12OC[C@H](N(C1)C(=O)OC(C)(C)C)C2